COC(CC1=CNC2=CC=CC=C12)=O 1H-indole-3-acetic acid methyl ester